[O-2].[Zr+4].[Y+3] yttrium zirconium oxide